methyl (2S)-2-[[(2S)-2-[(4-methoxy-1H-indole-2-carbonyl)amino]-3-(3-pyridyl)propanoyl]amino]-3-[(3S)-2-oxopyrrolidin-3-yl]propanoate COC1=C2C=C(NC2=CC=C1)C(=O)N[C@H](C(=O)N[C@H](C(=O)OC)C[C@H]1C(NCC1)=O)CC=1C=NC=CC1